methyl ((2-(3'-(5-(chloromethyl)-6-(difluoromethoxy)benzo[d]oxazol-2-yl)-2,2'-dimethyl-[1,1'-biphenyl]-3-yl)-6-(difluoromethoxy)benzo[d]oxazol-5-yl)methyl)-L-prolinate ClCC=1C(=CC2=C(N=C(O2)C=2C(=C(C=CC2)C2=C(C(=CC=C2)C=2OC3=C(N2)C=C(C(=C3)OC(F)F)CN3[C@@H](CCC3)C(=O)OC)C)C)C1)OC(F)F